COC=1C=C(C(=O)C(C(=O)OCC)Br)C=CC1OCC1=CC=CC=C1 ethyl 2-(3-methoxy-4-benzyloxybenzoyl)-2-bromoacetate